(3-bromo-1H-pyrazolo[4,3-c]pyridin-6-yl)-(6,6-dideuterio-1,4-oxazepan-4-yl)methanone BrC1=NNC2=C1C=NC(=C2)C(=O)N2CCOCC(C2)([2H])[2H]